2-chloro-6-(3-(2-(dispiro[2.0.24.13]heptan-7-yl)ethoxy)-1H-pyrazol-1-yl)nicotinic acid ClC1=C(C(=O)O)C=CC(=N1)N1N=C(C=C1)OCCC1C2(C13CC3)CC2